(benzyloxy)-2-(methyl-d3)valeronitrile C(C1=CC=CC=C1)OC(C#N)(CCC)C([2H])([2H])[2H]